N-(3-chlorophenyl)-N-[[5-[5-(difluoromethyl)-1,3,4-oxadiazol-2-yl]-2-pyridinyl]methyl]thiomorpholine-4-sulfonamide ClC=1C=C(C=CC1)N(S(=O)(=O)N1CCSCC1)CC1=NC=C(C=C1)C=1OC(=NN1)C(F)F